1-[1-[4-(trifluoromethoxy)phenyl]cyclopropanecarbonyl]indoline-2-carboxamide FC(OC1=CC=C(C=C1)C1(CC1)C(=O)N1C(CC2=CC=CC=C12)C(=O)N)(F)F